3-acetyl-N-(2-fluoro-[1,1'-biphenyl]-3-yl)-7-methoxyindolizine-1-carboxamide C(C)(=O)C1=CC(=C2C=C(C=CN12)OC)C(=O)NC=1C(=C(C=CC1)C1=CC=CC=C1)F